C(CCCCC)N1N=C(C=C1)C 1-Hexyl-3-methyl-1H-pyrazole